C(C)(C)(C)OC(=O)C(CCC[C@H](N)C(=O)O)N 6-(tert-butyloxycarbonyl)-L-lysine